FC1(CC1)C1=C(C=C(C=C1C)I)C (1-fluorocyclopropyl)-5-iodo-1,3-dimethylbenzene